BrC=1C=C(C=C(C1)OC)SC1=CN=C(S1)CNC(OC(C)(C)C)=O tert-Butyl ((5-((3-bromo-5-methoxyphenyl)thio)thiazol-2-yl)methyl)carbamate